C1=CC=CC=2C3=CC=CC=C3C(C12)COC(=O)N[C@@H](CC1=CC=CC=C1)C(=O)O 9-fluorenylmethoxycarbonyl-L-phenylalanine